C(C)OC(C(C1=C(C=CC(=C1)F)OCOC)NC(C1=C(C=CC(=C1)Br)N)=O)=O 2-[(2-Amino-5-bromo-benzoyl)amino]-2-[5-fluoro-2-(methoxymethoxy)phenyl]-acetic acid ethyl ester